1-(4-(4-amino-7-cyclopropyl-7H-pyrrolo[2,3-d]pyrimidin-5-yl)-2-fluorophenyl)-3-(3-methyl-4-morpholinophenyl)urea NC=1C2=C(N=CN1)N(C=C2C2=CC(=C(C=C2)NC(=O)NC2=CC(=C(C=C2)N2CCOCC2)C)F)C2CC2